tert-butyl 3-(6-(5-((tert-butoxycarbonyl)(ethyl)amino)-pyrazolo[1,5-a]pyridin-3-yl)pyridin-2-yl)piperidine-1-carboxylate C(C)(C)(C)OC(=O)N(C1=CC=2N(C=C1)N=CC2C2=CC=CC(=N2)C2CN(CCC2)C(=O)OC(C)(C)C)CC